BrC1=C(C(=CC(=C1)OC(F)F)C(F)F)N1N=C2N=C(NC(C2=C1)=O)OCC 2-[2-bromo-4-(difluoromethoxy)-6-(difluoromethyl)phenyl]-6-ethoxy-2,5-dihydro-4H-pyrazolo[3,4-d]pyrimidin-4-one